o-methoxybenzophenone COC1=C(C=CC=C1)C(C1=CC=CC=C1)=O